C(C)(=O)C(C(=O)OCC1=CC=CC=C1)=CC(=O)[O-] 1-benzyl 2-acetyl-but-2-enedioate